(3aR,5s,6aS)-N-(6-chloropyridazin-3-yl)-2-(tetrahydropyran-4-ylmethyl)-3,3a,4,5,6,6a-hexahydro-1H-cyclopenta[c]pyrrol-5-amine ClC1=CC=C(N=N1)NC1C[C@@H]2[C@@H](CN(C2)CC2CCOCC2)C1